C(C)(C)(C)OC(NCCC1=C(C=C(C=C1)[N+](=O)[O-])C[S@](=O)C)=O |r| (±)-(2-((methylsulfinyl)methyl)-4-nitrophenylethyl)carbamic acid tert-butyl ester